ClC1=C(C=CC=C1)C(C([Se]C1=CC=CC=C1)[Se]C1=CC=CC=C1)=O 1-(2-Chlorophenyl)-2,2-bis(phenylselanyl)ethan-1-one